cyclooctyl-2-(1H-imidazol-1-yl)pyrimidine-4-carboxamide C1(CCCCCCC1)C=1C(=NC(=NC1)N1C=NC=C1)C(=O)N